Cl.C(C)(C)C1=C(C=CC=C1)C1(CNC1)C(=O)N 3-(2-isopropylphenyl)azetidine-3-carboxamide hydrochloride